5-(1H-pyrazol-4-yl)-2-{3-[3-(2,2,2-trifluoroethyl)piperazin-1-yl]-1,2,4-triazin-6-yl}phenol N1N=CC(=C1)C=1C=CC(=C(C1)O)C1=CN=C(N=N1)N1CC(NCC1)CC(F)(F)F